ClC1=CC=C2C=CN(C2=C1)CC=1C=C(SC1)C(=O)C=1C=NC=NC1 5-({4-[(6-chloro-1H-indol-1-yl)methyl]-2-thienyl}carbonyl)pyrimidin